[Ca+2].C1(C(CCCC1)C(=O)[O-])C(=O)[O-] cyclohexane-1,2-dicarboxylic acid calcium salt